COC(C1=NC(=CC=C1C)C=1C=NC=NC1)=O 3-methyl-6-(pyrimidin-5-yl)picolinic acid methyl ester